C(CCCCCCCCCCC)N(C(CCCC(=O)OCC(COC(CCCC(=O)N(CCCCCCCCCCCC)CCCCCCCCCCCC)=O)(NC(CCN1CCCCC1)=O)CC(CCCC(=O)N(CCCCCCCCCCCC)CCCCCCCCCCCC)=O)=O)CCCCCCCCCCCC 2-(6-(didodecylamino)-2,6-dioxohexyl)-2-(3-(piperidin-1-yl)propanamido)propane-1,3-diyl bis(5-(didodecylamino)-5-oxopentanoate)